methyl 3-(9-((4-(aminomethyl)-2,6-dimethylphenyl)carbamoyl)-4,5-dihydrobenzo[b]thieno[2,3-d]oxepin-8-yl)-6-(((3-methylcyclobutyl)methyl)carbamoyl)picolinate NCC1=CC(=C(C(=C1)C)NC(=O)C1=CC2=C(OCCC3=C2SC=C3)C=C1C=1C(=NC(=CC1)C(NCC1CC(C1)C)=O)C(=O)OC)C